butyl 4-amino-6-chloro-2-(4-chloro-2-fluorophenyl)nicotinate NC1=CC(=NC(=C1C(=O)OCCCC)C1=C(C=C(C=C1)Cl)F)Cl